C(CCCCCCCCCCC)NC(CCN)CC 3-Dodecylamino-1-pentylamin